C(C1=CC=CC=C1)(=O)OC[C@@]1(CN(C[C@@H](O1)N1C=2N=C(NC(C2N=C1)=O)NC(C(C)C)=O)C1CCCCC1)COC(C1=CC=CC=C1)(C1=CC=C(C=C1)OC)C1=CC=C(C=C1)OC [(2R,6R)-2-[[bis(4-methoxyphenyl)-phenyl-methoxy]methyl]-4-cyclohexyl-6-[2-(2-methylpropanoylamino)-6-oxo-1H-purin-9-yl]morpholin-2-yl]methyl benzoate